2-(2-(2-((4-bromo-5-chloro-2-formylphenyl)amino)-2-oxoethyl)phenyl)acetic acid ethyl ester C(C)OC(CC1=C(C=CC=C1)CC(=O)NC1=C(C=C(C(=C1)Cl)Br)C=O)=O